1,8-diazabicyclo-[5.4.0]-undecen N12C=CCCCC2NCCC1